C1(CCCC1)[C@@H](CC#N)N1N=CC(=C1)C=1C2=C(N=CN1)N(C=C2)COCC[Si](C)(C)C (R)-3-cyclopentyl-3-(4-(7-((2-(trimethylsilyl)ethoxy)methyl)-7H-pyrrolo[2,3-d]pyrimidin-4-yl)-1H-pyrazol-1-yl)propanenitrile